6-(Trifluoromethyl)-2H-benzo[e][1,3]thiazine FC(C=1C=CC2=C(C=NCS2)C1)(F)F